(3-Hydroxyazetidin-1-yl)(5-(4-(trifluoromethyl)phenoxy)naphthalen-2-yl)methanone OC1CN(C1)C(=O)C1=CC2=CC=CC(=C2C=C1)OC1=CC=C(C=C1)C(F)(F)F